tert-butyl 4-(benzyloxy)-3-[2-(diisopropylamino)ethyl]indole-1-carboxylate C(C1=CC=CC=C1)OC1=C2C(=CN(C2=CC=C1)C(=O)OC(C)(C)C)CCN(C(C)C)C(C)C